ClC1=CC(=C(C=C1)C1=CC=C(C=C1)CCCNC=1C2=C(N=C(N1)C1=COC=C1)SC(=C2)C)F N-(3-(4'-chloro-2'-fluoro-[1,1'-biphenyl]-4-yl)propyl)-2-(furan-3-yl)-6-methylthieno[2,3-d]pyrimidin-4-amine